N,N-bis(2-ethylhexyl)methyl-2H-benzotriazole-1-methylamine C(C)C(CN(CN1N(NC2=C1C=CC=C2)C)CC(CCCC)CC)CCCC